ethyl 2-methylsulfanyl-4-(3-oxo-1,4-diazaspiro[5.5]undecan-1-yl)pyrimidine-5-carboxylate CSC1=NC=C(C(=N1)N1CC(NCC12CCCCC2)=O)C(=O)OCC